NC1=NC2=CC=C(C=C2C=C1C)C(=O)N(CC1=NC=C(C=C1)C(F)(F)F)[C@H]1CC[C@H](C2=CC=CC=C12)C 2-amino-3-methyl-N-((1S,4R)-4-methyl-1,2,3,4-tetrahydro-1-naphthalenyl)-N-((5-(trifluoromethyl)-2-pyridinyl)methyl)-6-quinolinecarboxamide